ClC=1C(=C(C(=O)Cl)C(=CC1)Cl)OC 3,6-dichloro-2-methylOxybenzoyl chloride